[N+](=O)(O)[O-].CC1=C(C=C(C=C1)[N+](=O)[O-])NC(=N)N 1-(2-methyl-5-nitrophenyl)guanidine nitrate